tert-butyl (4-bromo-1-(3-((tert-butoxycarbonyl)amino)-2-((tert-butyldimethylsilyl)oxy) propyl)-3-methyl-1H-imidazol-2(3H)-ylidene)carbamate BrC=1N(C(N(C1)CC(CNC(=O)OC(C)(C)C)O[Si](C)(C)C(C)(C)C)=NC(OC(C)(C)C)=O)C